ClC=1C=C(C=CC1)[C@@H](C)NC(=O)C1=NN(C(C2=C1SC=C2)=O)C2=CC=CC=C2 N-[(1R)-1-(3-chlorophenyl)ethyl]-4-oxo-5-phenyl-thieno[2,3-d]pyridazine-7-carboxamide